benzyl (6-(bromomethyl)chroman-4-yl)carbamate BrCC=1C=C2C(CCOC2=CC1)NC(OCC1=CC=CC=C1)=O